2-PHENYL-1H-INDOLE-6-CARBOXYLIC ACID C1(=CC=CC=C1)C=1NC2=CC(=CC=C2C1)C(=O)O